C12C(C3CC(CC(C1)C3)C2)CC(=O)NC=2C=CC3=C(NC(=N3)CN(C(OC(C)(C)C)=O)CC)C2 tert-Butyl N-[[6-[[2-(2-adamantyl)acetyl] amino]-1H-benzimidazol-2-yl] methyl]-N-ethyl-carbamate